NC1=C(C(=NN1C1(CC1)C)C1=CC=C(C=C1)C(C)C(NC1=CC(=NO1)C12CC(C1)(C2)C)=O)C(=O)N 5-Amino-3-(4-[1-[(3-[3-methylbicyclo[1.1.1]pentan-1-yl]-1,2-oxazol-5-yl)carbamoyl]ethyl]phenyl)-1-(1-methylcyclopropyl)pyrazole-4-carboxamide